hexyl-2-cyano[3-14C]acrylate C(CCCCC)OC(C(=[14CH2])C#N)=O